(S)-2-amino-N-((phenyl-d5)methyl-d2)propanamide N[C@H](C(=O)NC([2H])([2H])C1=C(C(=C(C(=C1[2H])[2H])[2H])[2H])[2H])C